C1(CCCCC1)[C@H]1N(CC[C@H](C1)C)C(=O)NC\C=C\S(=O)(=O)C (2s,4r)-2-cyclohexyl-4-methyl-N-((E)-3-(methylsulfonyl)allyl)piperidine-1-carboxamide